CC1CC2=C(C3=CC=C(C=C3C(=C2CC1)OC1=CC=CC=C1)C)OC(C(=C)C)=O 2,6-dimethyl-9-methacryloyloxy-10-phenoxy-1,2,3,4-tetrahydroanthracene